6-[[6-(trifluoromethyl)pyridazin-3-yl]methyl]-2,6-diazaspiro[3.4]octane FC(C1=CC=C(N=N1)CN1CC2(CNC2)CC1)(F)F